[Br-].[Br-].[Br-].[Br-].C12=CC=C(N1)C=C1C=CC(=N1)C=C1C=CC(N1)=CC=1C=CC(N1)=C2 porphine tetrabromide